4-(pyridin-2-ylmethyl)-N-(tetrahydrofuran-3-yl)-3,4-dihydroquinoxaline-1(2H)-carboxamide N1=C(C=CC=C1)CN1CCN(C2=CC=CC=C12)C(=O)NC1COCC1